ethyl 2-(3-isocyano-4-(2-methoxypropoxy) phenyl)-4-methylthiazole-5-carboxylate [N+](#[C-])C=1C=C(C=CC1OCC(C)OC)C=1SC(=C(N1)C)C(=O)OCC